BrC=1C=C(C=CC1)C1(CC(C1)O)C1=NN=C(N1C)S (1r,3r)-3-(3-bromophenyl)-3-(5-mercapto-4-methyl-4H-1,2,4-triazol-3-yl)cyclobutane-1-ol